7-(2-chloroacetyl)-1,3,4,5-tetrahydro-2H-benzo[b]azepin-2-one ClCC(=O)C1=CC2=C(NC(CCC2)=O)C=C1